C(C)N1C2=C(OCC1=O)C(=CC(=C2)NC2=NC=CC(=N2)C=2C=CC1=C(N(N=N1)C(C)C)C2)CN2CCOCC2 4-Ethyl-6-((4-(1-isopropyl-1H-benzo[d][1,2,3]triazol-6-yl)pyrimidin-2-yl)amino)-8-(morpholinomethyl)-2H-benzo[b][1,4]oxazin-3(4H)-one